N-(2-methoxy-4-(4-((1R,4R)-5-methyl-2,5-diazabicyclo[2.2.1]heptan-2-yl)piperidin-1-yl)Phenyl)-6-((R)-3-phenylisoxazolidin-2-yl)pyrimidin-4-amine COC1=C(C=CC(=C1)N1CCC(CC1)N1[C@H]2CN([C@@H](C1)C2)C)NC2=NC=NC(=C2)N2OCC[C@@H]2C2=CC=CC=C2